(furan-3-yl)-N4-(piperidin-4-yl)-N2-(p-tolyl)pyrimidine-2,4-diamine O1C=C(C=C1)C=1C(=NC(=NC1)NC1=CC=C(C=C1)C)NC1CCNCC1